CN(C\C=C(\C(=O)OCC)/F)C ethyl (Z)-4-(dimethylamino)-2-fluoro-but-2-enoate